S(=O)(=O)(O)C(C(=O)OC)CCCCCCCCCC.[Na] sodium methyl 2-sulfolaurate